[4-(5-tert-butyl-1,2,4-oxadiazol-3-yl)-3-fluoro-phenyl]-[4-(5-methyloxazolo[4,5-b]pyridin-2-yl)piperazin-1-yl]methanone C(C)(C)(C)C1=NC(=NO1)C1=C(C=C(C=C1)C(=O)N1CCN(CC1)C=1OC=2C(=NC(=CC2)C)N1)F